CC=1C(=NC=C(C1)[N+](=O)[O-])C1=NN=C(O1)CCCCCC(=O)OCC ethyl 6-[5-(3-methyl-5-nitropyridin-2-yl)-1,3,4-oxadiazol-2-yl]hexanoate